[W].[Si].[B] boron-silicon-tungsten